BrC1=CC(=C(C=C1F)C(C)=O)O 1-(4-Bromo-5-fluoro-2-hydroxyphenyl)ethan-1-one